2-methylpropanesulfonic acid, amide CC(CS(=O)(=O)N)C